2-methyl-6-(6-(methyl(2,2,6,6-tetramethylpiperidin-4-yl)amino)pyridazin-3-yl)quinazolin-7-ol CC1=NC2=CC(=C(C=C2C=N1)C=1N=NC(=CC1)N(C1CC(NC(C1)(C)C)(C)C)C)O